1-(6-(3,5-dichloro-4-hydroxyphenyl)-4-(6-(2-(dimethylamino)ethylamino)pyridin-3-ylamino)-1,5-naphthyridin-3-yl)ethanone ClC=1C=C(C=C(C1O)Cl)C=1N=C2C(=C(C=NC2=CC1)C(C)=O)NC=1C=NC(=CC1)NCCN(C)C